FC1=C(C(=O)OC)C=C(C(=C1F)NC)[N+](=O)[O-] Methyl 2,3-difluoro-4-(methylamino)-5-nitrobenzoate